C(C)C1=C(C=C2CCCNC2=C1)C=1C=CC(=NC1)C(=O)OC methyl 5-(7-ethyl-1,2,3,4-tetrahydroquinolin-6-yl)picolinate